4-(1-((1,5-dimethyl-1H-pyrazol-4-yl)sulfonyl)-1,2,3,6-tetrahydropyridin-4-yl)-5-methylthiazole-2-carboxamide CN1N=CC(=C1C)S(=O)(=O)N1CCC(=CC1)C=1N=C(SC1C)C(=O)N